O(C1=CC=CC=C1)C1=C(C=CC=C1)S(=O)(O)=N phenoxybenzenesulfonimidic acid